CC1=CC=C(C=C1)S(=O)(=O)O.N[C@H](C#N)CC1=C(C=C(C=C1)C=1C=CC2=C(N(C(O2)=O)C)C1)F (S)-2-amino-3-(2-fluoro-4-(3-methyl-2-oxo-2,3-dihydrobenzo[d]oxazol-5-yl)phenyl)propanenitrile 4-methylbenzenesulfonate